dimethylmethylene(cyclopentadienyl)(9-fluorenyl)zirconium CC(C)=[Zr](C1C2=CC=CC=C2C=2C=CC=CC12)C1C=CC=C1